ClC1=CC(=C(N1NC(C1=CC=C(C=C1)F)=N)C(=O)OCC)C ethyl 5-chloro-1-(4-fluorobenzimidamido)-3-methyl-1H-pyrrole-2-carboxylate